N-(5-Chloro-1H-pyrrolo[3,2-b]pyridin-3-yl)-5-(cyclohexyloxy)-1H-benzo[d]imidazol-2-amine formate C(=O)O.ClC1=CC=C2C(=N1)C(=CN2)NC2=NC1=C(N2)C=CC(=C1)OC1CCCCC1